ClC1=C2C=NC(=NC2=C(C=C1)C1=C(C=CC=C1C)F)N 5-chloro-8-(2-fluoro-6-methylphenyl)quinazolin-2-amine